diethyl ((((3aR,4R,6R,6aR)-6-(2-chloro-4-(methyl((R)-1-phenylethyl)amino)-7H-pyrrolo[2,3-d]pyrimidin-7-yl)-2,2-dimethyltetrahydrofuro[3,4-d][1,3]dioxol-4-yl)methoxy)methyl)phosphonate ClC=1N=C(C2=C(N1)N(C=C2)[C@@H]2O[C@@H]([C@@H]1[C@H]2OC(O1)(C)C)COCP(OCC)(OCC)=O)N([C@H](C)C1=CC=CC=C1)C